BrC=1C=CC2=CN(N=C2C1)C1CCN(CC1)C 6-bromo-2-(1-methyl-4-piperidyl)Indazole